Cl.C(C)ONO ethoxyhydroxyamine hydrochloride